FC=1C=CC(=C(OCCOCCNC(OC(C)(C)C)=O)C1)B1OC(C(O1)(C)C)(C)C tert-butyl N-[2-[2-[5-fluoro-2-(4,4,5,5-tetramethyl-1,3,2-dioxaborolan-2-yl)phenoxy]ethoxy]ethyl]carbamate